C1(CCCCC1)[C@@H](C(=O)NC1=CC=C(C=C1)C=1C=[N+](C=CC1C)[O-])NC(=O)C1=CC=NN1C (S)-3-(4-(2-cyclohexyl-2-(1-methyl-1H-pyrazole-5-carboxamido)acetamido)phenyl)-4-methylpyridine 1-oxide